(E)-ethyl 4-((1-methyl-1H-pyrazol-3-yl)amino)-4-oxobut-2-enoate CN1N=C(C=C1)NC(/C=C/C(=O)OCC)=O